N-(((9H-fluoren-9-yl)methoxy)carbonyl)-O-(4-((tert-butoxycarbonyl)amino)butyl)-L-serine C1=CC=CC=2C3=CC=CC=C3C(C12)COC(=O)N[C@@H](COCCCCNC(=O)OC(C)(C)C)C(=O)O